Cl.CC1=CC=C(C(=N1)OC(F)(F)F)N1CC2(CC1=O)CCNCC2 2-(6-methyl-2-(trifluoromethoxy)pyridin-3-yl)-2,8-diazaspiro[4.5]decan-3-one hydrochloride